5-(1-methylcyclopropoxy)-3-(4,4,5,5-tetramethyl-1,3,2-dioxaborolan-2-yl)-1-trityl-1H-pyrazolo[3,4-c]pyridine CC1(CC1)OC=1C=C2C(=CN1)N(N=C2B2OC(C(O2)(C)C)(C)C)C(C2=CC=CC=C2)(C2=CC=CC=C2)C2=CC=CC=C2